[2-(6-{4-fluoro-2-[2-(1,3,5-trimethyl-1H-pyrazol-4-yl)ethoxy]phenyl}imidazo[1,2-a]pyridin-3-yl)ethyl](methyl)amine FC1=CC(=C(C=C1)C=1C=CC=2N(C1)C(=CN2)CCNC)OCCC=2C(=NN(C2C)C)C